CN(CCC=1C(=C(C(=O)N)C=CC1N1CCNCC1)F)C.[N] Nitrogen (2-(dimethylamino)ethyl)-2-fluoro-4-(piperazin-1-yl)benzamide